NC1=NC=2C=CC(=CC2C2=C1C=NN2C)C(=O)N(C)[C@@H]2COC(C1=CC(=CC=C21)C(F)(F)F)(C)C (S)-4-amino-N-(1,1-dimethyl-7-(trifluoromethyl)isochroman-4-yl)-N,1-dimethyl-1H-pyrazolo[4,3-c]quinoline-8-carboxamide